ClC=1C=C(C=CC1C(=O)N1CCN(CC1)CCN(C)C)NC(=O)C=1N(C(=CN1)C1=C(C(=C(C=C1)OC1=CC=NC=C1)F)F)C N-[3-chloro-4-[4-[2-(dimethylamino)ethyl]piperazine-1-carbonyl]phenyl]-5-[2,3-difluoro-4-(4-pyridyloxy)phenyl]-1-methyl-imidazole-2-carboxamide